N-[(1S)-1-(4-ethynylphenyl)ethyl]thieno[2,3-d]pyrimidin C(#C)C1=CC=C(C=C1)[C@H](C)N1CN=CC2=C1SC=C2